COC1=C(C=CC=C1[N+](=O)[O-])[C-]1NN(C=N1)C([2H])([2H])[2H] 3-(2-methoxy-3-nitrophenyl)-1-(methyl-d3)-1H-1,2,4-triazoleid